3,5,3',5'-tetrachloro-4,4'-diamino-benzophenone ClC=1C=C(C(=O)C2=CC(=C(C(=C2)Cl)N)Cl)C=C(C1N)Cl